C(C)(C)(C)OC(=O)N1C[C@@H](CC1)C(C(=O)O)C(=O)O 2-[(3S)-1-tert-Butoxycarbonylpyrrolidin-3-yl]Malonic acid